(2S,4R)-1-(2-(3-acetyl-5-(2-methylpyrimidin-5-yl)-1H-indazol-1-yl)acetyl)-4-fluoro-N-(1-(5-fluoropyridin-2-yl)-1H-pyrazol-3-yl)pyrrolidine-2-carboxamide C(C)(=O)C1=NN(C2=CC=C(C=C12)C=1C=NC(=NC1)C)CC(=O)N1[C@@H](C[C@H](C1)F)C(=O)NC1=NN(C=C1)C1=NC=C(C=C1)F